3-fluoro-N,6-dimethyl-5,7-dihydro-4H-benzothiophen-6-amine hydrochloride Cl.FC1=CSC2=C1CCC(C2)(NC)C